C(C)OC(C(C(C)NC=1C(=NC=C(C1)Br)[N+](=O)[O-])(C)O)=O ((5-bromo-2-nitropyridin-3-yl)amino)-2-hydroxy-2-methylbutanoic acid ethyl ester